CC=1C=C(C=CC1OC1=CC2=C(N(C=N2)C)C=C1)NC=1C2=C(N=CN1)C=CC(=N2)C2CN(CCC2)C(=O)OC(C)(C)C tert-butyl 3-(4-((3-methyl-4-((1-methyl-1H-benzo[d]imidazol-5-yl)oxy)phenyl)amino)pyrido[3,2-d]pyrimidin-6-yl)piperidine-1-carboxylate